FC1=C(C=CC=C1)N1N=NC(=C1C)C(=O)N(C)OC 1-(2-fluorophenyl)-N-methoxy-N,5-dimethyl-1H-1,2,3-triazole-4-carboxamide